(±)-(1S,2R,3R,5R)-tert-butyl 3-((6-(4-(difluoromethyl)-2-methoxyphenyl) pyridazin-3-yl)(methyl)amino)-2-fluoro-8-azabicyclo[3.2.1]octane-8-carboxylate FC(C1=CC(=C(C=C1)C1=CC=C(N=N1)N([C@H]1[C@H]([C@@H]2CC[C@H](C1)N2C(=O)OC(C)(C)C)F)C)OC)F |r|